6-amino-3-methyl-5-nitrosopyrimidine-2,4(1H,3H)-dione NC1=C(C(N(C(N1)=O)C)=O)N=O